CCC(C)(C)[O-].[K+] potassium t-pentoxide